3-((benzyloxy)methyl)-1-((2S,3R,4S,5S)-3-fluoro-4-hydroxy-5-(hydroxymethyl)tetrahydrofuran-2-yl)pyrimidine-2,4(1H,3H)-dione C(C1=CC=CC=C1)OCN1C(N(C=CC1=O)[C@H]1O[C@H]([C@@H]([C@H]1F)O)CO)=O